C(C)(C)(C)OC(=O)N1CCCC(=C1)C1=CC(=C2C=NN(C2=C1)C)C1=C(C=C(C=C1)F)C(=O)OCC 5-{4-[2-(Ethoxycarbonyl)-4-fluorophenyl]-1-methyl-1H-indazol-6-yl}-1,2,3,4-tetrahydropyridine-1-carboxylic acid tert-butyl ester